BrC1=CC=C(C=C1)OS(=O)(=O)C1C2C(=C(C(C1)O2)C2=CC=C(C=C2)O)C2=CC=C(C=C2)NC(CCCCC[Se]C#N)=O 4-bromophenyl-5-(4-hydroxyphenyl)-6-(4-(6-selenocyano-hexanamido) phenyl)-7-oxabicyclo[2.2.1]hept-5-ene-2-sulfonate